tertbutyl-sulfinamide t-butyl-3-fluoro-4'-[(6S)-6-(2-methoxy-2-oxoethyl)-2,3,9-trimethyl-6H-thieno[3,2-f][1,2,4]triazolo[4,3-a][1,4]diazepin-4-yl][1,1'-biphenyl]-4-carboxylate C(C)(C)(C)OC(=O)C1=C(C=C(C=C1)C1=CC=C(C=C1)C1=N[C@H](C=2N(C3=C1C(=C(S3)C)C)C(=NN2)C)CC(=O)OC)F.C(C)(C)(C)S(=O)N